2-((3-(2-amino-4,4,4-trifluorobutan-2-yl)-1-methyl-1H-pyrazolo[3,4-c]pyridine-5-yl)amino)-7,7-dimethyl-7,8-dihydro-5H-pyrano[4,3-b]pyridin-5-one NC(C)(CC(F)(F)F)C1=NN(C2=CN=C(C=C21)NC2=CC=C1C(=N2)CC(OC1=O)(C)C)C